FC=1C(=NC=CC1)[C@@H](C)NCC=1N=NC(=CC1)C(F)(F)F (R)-1-(3-fluoropyridin-2-yl)-N-((6-(trifluoromethyl)pyridazin-3-yl)methyl)ethan-1-amine